Benzene trihydrochloride Cl.Cl.Cl.C1=CC=CC=C1